FC1CN(CCC1)CCOCC1=CC=C(C=N1)C1=CC=2C3=C(N=NC2C=C1)N(C(N3C(C)C)=O)C 8-(6-((2-(3-fluoropiperidin-1-yl)ethoxy)methyl)pyridin-3-yl)-1-isopropyl-3-methyl-1H-imidazo[4,5-c]cinnolin-2(3H)-one